4-((2s,4s)-2-(aminomethyl)-5-chloro-2-phenyl-2,3-dihydrobenzofuran-4-yl)-5-fluoro-6-methoxynicotinamide NC[C@@]1(OC2=C(C1)C(=C(C=C2)Cl)C2=C(C(=NC=C2C(=O)N)OC)F)C2=CC=CC=C2